C(C)(C)(C)C1=CC=C(C=C1)C=CCC(C(=O)C1=CC=CC=C1)C(=O)C1=CC=CC=C1 2-(3-(4-(tert-butyl)phenyl)allyl)-1,3-diphenylpropane-1,3-dione